methyl (1S,2S)-2-(5-fluorobenzo[d]oxazol-2-yl)cyclopropane-1-carboxylate FC=1C=CC2=C(N=C(O2)[C@@H]2[C@H](C2)C(=O)OC)C1